FC1(CC(C1)(C1=NN=CN1C)C=1C=C(C=CC1)N1C(C2=CC(=CC(=C2C1)C(F)(F)F)CNC1(CCC1)C)=O)CF 2-(3-((1r,3r)-3-fluoro-3-(fluoromethyl)-1-(4-methyl-4H-1,2,4-triazol-3-yl)cyclobutyl)phenyl)-6-(((1-methylcyclobutyl)amino)methyl)-4-(trifluoromethyl)isoindolin-1-one